C(C)OC1CC[C@@H]2N(C([C@H](C1)NC([C@H](C)NC)=O)=O)[C@@H](CC2)CC2=CNC1=CC(=CC=C21)F (2S)-N-((3S,6S,10aR)-8-ethoxy-3-((6-fluoro-1H-indol-3-yl)methyl)-5-oxodecahydropyrrolo[1,2-a]azocin-6-yl)-2-(methylamino)propanamide